methyl (E)-3-(5-[(2,4-dimethoxybenzyl) carbamoyl]thiophen-2-yl)acrylate COC1=C(CNC(=O)C2=CC=C(S2)/C=C/C(=O)OC)C=CC(=C1)OC